(R)-4-(9-ethyl-2-(3-methoxy-4-phenyl-1H-pyrazol-1-yl)-9H-purin-6-yl)-3-methylmorpholine C(C)N1C2=NC(=NC(=C2N=C1)N1[C@@H](COCC1)C)N1N=C(C(=C1)C1=CC=CC=C1)OC